8-bromo-7-fluoro-1-(methoxymethyl)-4,4,9-trimethyl-4,5-dihydro-[1,2,4]triazolo[4,3-a]quinoxaline BrC1=C(C=C2NC(C=3N(C2=C1C)C(=NN3)COC)(C)C)F